ClC=1C=C(NCC#C)C=CC1 3-chloro-N-(propargyl)aniline